(S)-3-methyl-5-(trifluoromethyl)-2-(2-(3-(trifluoromethyl)-5,6,7,8-tetrahydro-[1,2,4]triazolo[4,3-a]pyridin-6-yl)-2H-pyrazolo[3,4-b]pyrazin-6-yl)phenol CC=1C(=C(C=C(C1)C(F)(F)F)O)C=1C=NC=2C(N1)=NN(C2)[C@H]2CCC=1N(C2)C(=NN1)C(F)(F)F